(S)-2-Hydroxy-propionic acid (S)-1-ethoxycarbonyl-ethyl ester C(C)OC(=O)[C@H](C)OC([C@H](C)O)=O